BrC1=NNC2=CC=CC(=C12)CNC(C1=CC(=C(C=C1)OC(F)(F)F)F)=O N-[(3-bromo-1H-indazol-4-yl)methyl]-3-fluoro-4-(trifluoromethoxy)-benzamide